7-((1H-Imidazol-1-yl)methyl)-5-(1-methyl-3-(trifluoromethyl)-1H-pyrazol-4-yl)-3,4-dihydroisoquinolin-1(2H)-one N1(C=NC=C1)CC1=CC(=C2CCNC(C2=C1)=O)C=1C(=NN(C1)C)C(F)(F)F